COC(C[SiH2]CCCCCCCC[SiH2]CC(OC)OC)OC 1,8-bis(dimethoxyethylsilyl)octane